CS(=O)(=O)O.C(C)N1CN(C=C1)C 1-Ethyl-3-methylimidazole methanesulfonate